1,2-bis(arachidonoyl)-sn-glycero-3-phosphocholine C(CCC\C=C/C\C=C/C\C=C/C\C=C/CCCCC)(=O)OC[C@@H](OC(CCC\C=C/C\C=C/C\C=C/C\C=C/CCCCC)=O)COP(=O)([O-])OCC[N+](C)(C)C